[(3S,4R)-3-(4-chlorophenyl)-4-hydroxy-pyrrolidin-1-yl]-(3-pyridazin-4-yl-1H-pyrazol-5-yl)methanone ClC1=CC=C(C=C1)[C@H]1CN(C[C@@H]1O)C(=O)C1=CC(=NN1)C1=CN=NC=C1